FC(C1(CN(CC1)C(=O)N)C(=O)N)(F)F 3-(trifluoromethyl)pyrrolidine-1,3-dicarboxamide